tert-Butyl (2-fluoro-4-nitrophenyl)carbamate FC1=C(C=CC(=C1)[N+](=O)[O-])NC(OC(C)(C)C)=O